5-(bromomethyl)-2-chloropyridine BrCC=1C=CC(=NC1)Cl